pentadecyl pelargonate cetyl-pelargonate C(CCCCCCCCCCCCCCC)OC(CCCCCCCC)=O.C(CCCCCCCC)(=O)OCCCCCCCCCCCCCCC